bicyclo[4.2.0]octa-1,3,5-triene-2,5-dicarboxylic acid C12=C(C=CC(=C2CC1)C(=O)O)C(=O)O